C(CCCCCCCCC)N(CCCCCCCCCC)CC(=O)OC1=C(C=CC=C1)C o-methylphenol N,N-didecyl-aminoacetate